C(#N)CC1CC(C1)(C1=NN=CN1C)C=1C=C(C=CC1)NC(=O)C1=CC(=C2C(=N1)C(=CN2COCC[Si](C)(C)C)C)C=C N-(3-((1s,3s)-3-(cyanomethyl)-1-(4-methyl-4H-1,2,4-triazol-3-yl)cyclobutyl)phenyl)-3-methyl-1-((2-(trimethylsilyl)ethoxy)methyl)-7-vinyl-1H-pyrrolo[3,2-b]pyridine-5-carboxamide